BrC=1C=CC=2N(C1)N=C(C2C)C2=CC=CC=C2 6-bromo-3-methyl-2-phenylpyrazolo[1,5-a]pyridine